2-((6-(((5-Bromo-7-((2-(trimethylsilyl)ethoxy)methyl)-7H-pyrrolo[2,3-d]pyrimidin-4-yl)amino)methyl)pyridin-2-yl)oxy)ethan-1-ol BrC1=CN(C=2N=CN=C(C21)NCC2=CC=CC(=N2)OCCO)COCC[Si](C)(C)C